4-(N-methyl-4-piperidinyl)piperazine methyl-O-(tert-butyldimethylsilyl)-N-(2-(4-((tetrahydro-2H-pyran-4-yl)carbamoyl)piperidin-1-yl)thiazole-4-carbonyl)-L-serinate COC([C@@H](NC(=O)C=1N=C(SC1)N1CCC(CC1)C(NC1CCOCC1)=O)CO[Si](C)(C)C(C)(C)C)=O.CN1CCC(CC1)N1CCNCC1